FC(C(C)C1CN(CC1)C(=O)OC(C)(C)C)F tert-butyl 3-(1,1-difluoropropan-2-yl)pyrrolidine-1-carboxylate